CC1=C(C(=CC=C1)C)C1=CC=2CC3=CC(=CC=C3C2C=C1)C1=C(C=CC=C1C)C 2,7-bis(2,6-dimethylphenyl)fluorene